S(=O)([O-])OS(=O)[O-].[K+].[K+] potassium disulphite